tert-butyl (1S,4S)-5-(2-bromo-4-methylthiazol-5-yl)-2,5-diazabicyclo[2.2.1]Heptane-2-carboxylate BrC=1SC(=C(N1)C)N1[C@@H]2CN([C@H](C1)C2)C(=O)OC(C)(C)C